N-(cyclopropylmethyl)-6-[6-(deutero)methoxy-5-({1-[3-(tri-fluoromethoxy)phenyl]ethyl}-carbamoyl)pyridin-3-yl]-1H-indazole-3-carboxamide C1(CC1)CNC(=O)C1=NNC2=CC(=CC=C12)C=1C=NC(=C(C1)C(NC(C)C1=CC(=CC=C1)OC(F)(F)F)=O)OC[2H]